OC[C@H](C1=CC=CC=C1)NC1=NC(=NC=C1C1=NC(=NO1)C1=NC=CC=C1)NC=1C=C2CNC(C2=CC1)=O (S)-5-((4-((2-hydroxy-1-phenylethyl)amino)-5-(3-(pyridin-2-yl)-1,2,4-oxadiazol-5-yl)pyrimidin-2-yl)amino)isoindolin-1-one